5-(1-(tert-butoxycarbonyl)piperidin-4-yl)-6-methoxy-2-(2-methoxy-2-oxoethyl)nicotinic acid methyl ester COC(C1=C(N=C(C(=C1)C1CCN(CC1)C(=O)OC(C)(C)C)OC)CC(=O)OC)=O